ClC=1C=C(C=CC1)NC1=NC2=CC=CC=C2NC12CCSCC2 N-(3-Chlorophenyl)-2',3',5',6'-tetrahydro-1H-spiro[quinoxaline-2,4'-thiopyran]-3-amine